N-cyclohexyl-2,6-dihydroxy-N,5'-dimethyl-4-pentyl-2'-(prop-1-en-2-yl)-1',2',3',4'-tetrahydro-[1,1'-biphenyl]-3-carboxamide C1(CCCCC1)N(C(=O)C=1C(=C(C(=CC1CCCCC)O)C1C(CCC(=C1)C)C(=C)C)O)C